NC=1C=C2C(=CN(C2=CC1)CC1=NC=CN=C1)C#N 5-amino-1-(pyrazin-2-ylmethyl)indole-3-carbonitrile